OC1CCOCC1 (3R,4R)-4-hydroxytetrahydro-2H-pyran